FC=1C(=C(C=2C=CNC2C1F)C(=O)NC)OC1=CC(=C(C=C1)F)C=1NC=C(N1)[C@@]1(CCOC2=CC=CC=C12)C 6,7-difluoro-5-[4-fluoro-3-[4-[(4R)-4-methylchroman-4-yl]-1H-imidazol-2-yl]phenoxy]-N-methyl-1H-indole-4-carboxamide